C(C)OC(=O)C=1NC2=CC(=CC(=C2C1)NC1=CC(=C(C=C1)F)C)NC(C)=O 4-((3-methyl-4-fluorophenyl)amino)-6-acetylamino-1H-indole-2-carboxylic acid ethyl ester